3-amino-4-bromo-5-methylisoxazole NC1=NOC(=C1Br)C